NCCOC(C)(OC)OC (2-aminoethoxy)-1,1-dimethoxyethane